Bis-(2-Hydroxyethyl)-Octyl-Methyl-Ammonium OCC[N+](C)(CCCCCCCC)CCO